ClC1=CC(=C(C=C1)N=C=O)OC1=CC=CC=C1 4-Chloro-2-phenoxyphenyl isocyanate